OC1(COC(=C1O)O)C1=C(C(=O)O)C=CC(=C1)OC (3,4,5-trihydroxy-3-furanyl)-4-methoxybenzoic acid